tert-butyl 2-[[1-(2-hydroxyethyl)-4-piperidyl]methoxy]acetate OCCN1CCC(CC1)COCC(=O)OC(C)(C)C